methyl 1-(1-(fluoromethyl) cyclopropyl)-4-((1-methylpiperidin-4-yl) amino)-6-oxo-1,6-dihydropyridine-3-carboxylate FCC1(CC1)N1C=C(C(=CC1=O)NC1CCN(CC1)C)C(=O)OC